C(C)(C)(C)NCS(=O)(=O)C=1C=C(C(=O)N2CC3(C4=CC(=CC=C24)NS(=O)(=O)CC)CCC2(CC3)CC2)C=CC1 N-(1''-(3-(((tert-butylamino)methyl)sulfonyl)benzoyl)dispiro[cyclopropane-1,1'-cyclohexane-4',3''-indolin]-5''-yl)ethanesulfonamide